Diethyl 4,4'-(methylazanediyl)dibutyrate CN(CCCC(=O)OCC)CCCC(=O)OCC